FC(C=1C=C(CN2C=C(C3=CC=CC=C23)/C=C(\C#N)/P(OCC)(OCC)=O)C=C(C1)C(F)(F)F)(F)F Diethyl (E)-(2-(1-(3,5-bis(trifluoromethyl)benzyl)-1H-indol-3-yl)-1-cyanovinyl)phosphonate